C(#N)C1=CC=C(C=C1)C1C2=C(N(C(N1CC(=O)O)=O)C1=CC(=CC=C1)C(F)(F)F)CC(NC2=O)(C)C 2-(4-(4-cyanophenyl)-7,7-dimethyl-2,5-dioxo-1-(3-(trifluoromethyl)phenyl)-1,2,5,6,7,8-hexahydropyrido[4,3-d]pyrimidin-3(4H)-yl)acetic acid